methyl-L-phenylglycine CN[C@@H](C1=CC=CC=C1)C(=O)O